3,3-Bis(4-methoxyphenyl)-10-[4-(4-(4-(trans-4-pentylcyclohexyl)phenyl)benzamido)phenyl]-5,7-difluoro-13,13-dimethyl-3,13-dihydro-indeno[2',3':3,4]naphtho[1,2-b]pyran COC1=CC=C(C=C1)C1(C=CC2=C(O1)C=1C(=CC(=CC1C1=C2C(C2=CC=C(C=C21)C2=CC=C(C=C2)NC(C2=CC=C(C=C2)C2=CC=C(C=C2)[C@@H]2CC[C@H](CC2)CCCCC)=O)(C)C)F)F)C2=CC=C(C=C2)OC